2-AMINONAPHTHALENE-6-CARBOXALDEHYDE NC1=CC2=CC=C(C=C2C=C1)C=O